C(N)(OC1=CC(=C(C(=C1)OC1CN(CC1)C)C)Cl)=O (3-chloro-4-methyl-5-((1-methylpyrrolidin-3-yl) oxy) phenyl) carbamate